1-tert-butyl-N-{[3-(4-{[(3S,4R)-1-tert-butyl-3-fluoropiperidin-4-yl]amino}-1-(2,2,2-trifluoroethyl)-1H-indol-2-yl)-1,2,4-oxadiazol-5-yl]methyl}-1H-pyrrole-3-carboxamide C(C)(C)(C)N1C=C(C=C1)C(=O)NCC1=NC(=NO1)C=1N(C2=CC=CC(=C2C1)N[C@H]1[C@H](CN(CC1)C(C)(C)C)F)CC(F)(F)F